COC(\C=C\CC[C@@H](C(=O)NC=1C(N(C=CC1)CC(=O)NC12CC(C1)C2)=O)NC(=O)C=2SC=NN2)=O (S,E)-Methyl-7-(1-(2-(bicyclo[1.1.1]pentan-1-ylamino)-2-oxoethyl)-2-oxo-1,2-dihydropyridin-3-ylamino)-7-oxo-6-(1,3,4-thiadiazol-2-carboxamido)hept-2-enoat